C1(CC1)CCN(C1=C2CN(C(C2=CC=C1)=O)C1C(NC(CC1)=O)=O)C1CCC(CC1)N1CC(CC1)F 3-{4-[(2-cyclopropylethyl)[(1r,4r)-4-(3-fluoropyrrolidin-1-yl)cyclohexyl]amino]-1-oxo-3H-isoindol-2-yl}piperidine-2,6-dione